1-[(1-cyclobutyl-1H-pyrazol-4-yl)(1-methylpiperidin-4-yl)sulfamoyl]-3-(1,2,3,5,6,7-hexahydro-s-indacen-4-yl)urea Sodium Salt [Na].C1(CCC1)N1N=CC(=C1)N(S(=O)(=O)NC(=O)NC1=C2CCCC2=CC=2CCCC12)C1CCN(CC1)C